ClC1=C2C(=NC(NC2=CC=C1)=O)N1CCCC2=C(C=CC=C12)C#CC(C)(C)O 5-chloro-4-[5-(3-hydroxy-3-methyl-but-1-ynyl)-3,4-dihydro-2H-quinolin-1-yl]-1H-quinazolin-2-one